C(C1=CC=CC=C1)(C1=CC=CC=C1)[C@H]1CN(C(C=2N1N=CC(C2O)=O)=O)C(C)C (S)-8-benzhydryl-4-hydroxy-6-isopropyl-7,8-dihydro-3H-pyrazino[1,2-b]pyridazine-3,5(6H)-dione